NC=1NC(C=2N(C(N(C2N1)[C@@H]1O[C@@H]([C@H]([C@H]1O)F)CO)=O)CC=1C=C(C#N)C=CC1)=O 3-((2-Amino-9-((2R,3S,4S,5R)-4-fluoro-3-hydroxy-5-(hydroxymethyl)tetrahydrofuran-2-yl)-6,8-dioxo-1,6,8,9-tetrahydro-7H-purin-7-yl)methyl)benzonitril